monohydrobromide, dihydrobromide Br.Br.Br